1-chloro-3,5-octadecadiene ClCCC=CC=CCCCCCCCCCCCC